Cl.Cl.CNCC1CCN(CC1)C1=CC=CC=C1 N-methyl-1-(1-phenyl-4-piperidyl)methanamine dihydrochloride